methyl 2-(1-(2-chlorophenyl)-1-(2-methylpyrimidin-5-yl) propan-2-yl)-5-methoxy-1-methyl-6-oxo-1,6-dihydropyrimidine-4-carboxylate ClC1=C(C=CC=C1)C(C(C)C=1N(C(C(=C(N1)C(=O)OC)OC)=O)C)C=1C=NC(=NC1)C